C1(CC2C(CC1)O2)CC[Si](CCCC)(CCCC)CCCC [2-(3,4-Epoxycyclohexyl)ethyl]tributylsilane